C(C1=CC=CC=C1)N1CC2N(O[C@@H](C(N2[C@H](C1=O)CC1=CC=C(C=C1)O)=O)CCCC)C(=O)OCC1=CC=CC2=CC=CC=C12 (3R,6S)-naphthalen-1-ylmethyl 8-benzyl-3-butyl-6-(4-hydroxybenzyl)-4,7-dioxohexahydropyrazino[2,1-c][1,2,4]oxadiazine-1(6H)-carboxylate